Ethyl-4-(4-bromophenyl)-2-(2-ethoxy-1-hydroxy-2-oxoethyl)-5-oxo-2,5-dihydrofuran-2-carboxylate C(C)OC(=O)C1(OC(C(=C1)C1=CC=C(C=C1)Br)=O)C(C(=O)OCC)O